(R)-2-((4-methoxyphenyl)seleno)-1-phenylethan-1-ol COC1=CC=C(C=C1)[Se]C[C@H](O)C1=CC=CC=C1